3-((6-isopropyl-3-methylcyclohex-2-en-1-yl)thio)-N-methylpropanamide C(C)(C)C1CCC(=CC1SCCC(=O)NC)C